ClC1=C(C=CC(=C1)C(F)(F)F)N[C@H](C(C)C)C(=O)Cl (2-chloro-4-(trifluoromethyl)-phenyl)-D-valyl chloride